4-(4-(Benzyloxy)-6,8-difluoro-2-(((2R,7aS)-2-fluorotetrahydro-1H-pyrrolizin-7a(5H)-yl)methoxy)quinazolin-7-yl)-5-ethyl-6-fluoronaphthalen-2-ol C(C1=CC=CC=C1)OC1=NC(=NC2=C(C(=C(C=C12)F)C1=CC(=CC2=CC=C(C(=C12)CC)F)O)F)OC[C@]12CCCN2C[C@@H](C1)F